tert-butyl (R)-3-(2-methyl-5-((3-(trifluoromethyl)benzyl)oxy)benzofuran-3-carboxamido)-pyrrolidine-1-carboxylate CC=1OC2=C(C1C(=O)N[C@H]1CN(CC1)C(=O)OC(C)(C)C)C=C(C=C2)OCC2=CC(=CC=C2)C(F)(F)F